monoacetyl-CoA C(C)(=O)SCCNC(CCNC([C@@H](C(COP(OP(OC[C@@H]1[C@H]([C@H]([C@@H](O1)N1C=NC=2C(N)=NC=NC12)O)OP(=O)(O)O)(=O)O)(=O)O)(C)C)O)=O)=O